7-(4-phenoxyphenyl)purin-8-one tert-butyl-4-(1-[4-[2-(2,6-dioxopiperidin-3-yl)-1,3-dioxoisoindol-5-yl]piperidin-1-yl]cyclopropyl)piperidine-1-carboxylate C(C)(C)(C)OC(=O)N1CCC(CC1)C1(CC1)N1CCC(CC1)C=1C=C2C(N(C(C2=CC1)=O)C1C(NC(CC1)=O)=O)=O.O(C1=CC=CC=C1)C1=CC=C(C=C1)N1C(NC2=NC=NC=C12)=O